(±)-trans-methyl-2-((3-(4-chlorobenzyl)-4-((4-((5-fluoropyridin-2-yl)oxy)phenyl) Amino)-2,6-dioxo-3,6-dihydro-1,3,5-triazin-1(2H)-yl)methyl)cyclopropane-1-carboxylate COC(=O)[C@H]1[C@@H](C1)CN1C(N(C(=NC1=O)NC1=CC=C(C=C1)OC1=NC=C(C=C1)F)CC1=CC=C(C=C1)Cl)=O |r|